2,5-Bis(butylperoxy)-2,5-dimethylhexane C(CCC)OOC(C)(CCC(C)(C)OOCCCC)C